ClC1=NC=C(C(=N1)C=1C=C2C(=NC1)CN(C2=O)CC(=O)O)Cl 2-(3-(2,5-dichloropyrimidin-4-yl)-5-oxo-5H-pyrrolo[3,4-b]pyridin-6(7H)-yl)acetic acid